C1=C(NC=N1)C[C@@H](C(=O)O)N amino-1H-Imidazole-4-propanoate